FC1(CCC(C=2N(C1)N=C1C2CN([C@@H](C1)C)C(=O)OC(C)(C)C)(F)F)CO (3R)-tert-Butyl 8,11,11-trifluoro-8-(hydroxymethyl)-3-methyl-3,4,8,9,10,11-hexahydro-1H-pyrido[4',3':3,4]pyrazolo[1,5-a]azepine-2(7H)-carboxylate